NCC#CC=1C=C(C=CC1)N[C@H]1C(NC(CC1)=O)=O (R)-3-((3-(3-Aminoprop-1-yn-1-yl)phenyl)amino)piperidine-2,6-dione